(R,Z)-4-(hept-1-en-1-yl)oxazolidin-2-one C(=C/CCCCC)/[C@H]1NC(OC1)=O